NCCOCCOCCOC1CCN(CC1)C(=O)OC(C)(C)C tert-butyl 4-[2-[2-(2-aminoethoxy)ethoxy]ethoxy]piperidine-1-carboxylate